5-chloro-2-[[6-chloro-3-(1-methyl-3,6-dihydro-2H-pyridin-4-yl)-4-quinolyl]amino]benzoic acid ClC=1C=CC(=C(C(=O)O)C1)NC1=C(C=NC2=CC=C(C=C12)Cl)C=1CCN(CC1)C